(4-[(1R)-1-hydroxyethyl]-2-thienyl)methanone O[C@H](C)C=1C=C(SC1)C=O